ClC=1C=CC2=C(CC(CC=3N2C(=NN3)N3CCC(CC3)OC3=NC=CC=C3)OC)C1 8-chloro-5-methoxy-1-[4-(pyridin-2-yloxy)piperidin-1-yl]-5,6-dihydro-4H-[1,2,4]triazolo[4,3-a][1]benzazepine